BrC1=CC=C(C=C1)S(=O)(=O)F 4-Bromobenzenesulfonyl fluoride